3-(3-(3-(2-acetyl-5-methoxyphenoxy) propoxy)-3-oxo-1-propenyl)-1,2-benzenediacetate C(C)(=O)C1=C(OCCCOC(C=CC2=C(C(=CC=C2)CC(=O)[O-])CC(=O)[O-])=O)C=C(C=C1)OC